(6-hydroxyhexyloxy)titanium OCCCCCCO[Ti]